4-(7-fluoro-imidazo[1,2-a]pyridin-3-yl)-7-((1-methyl-5-(tetrahydro-2H-pyran-4-yl)-1H-pyrazol-4-yl)amino)isoindolin-1-one FC1=CC=2N(C=C1)C(=CN2)C2=C1CNC(C1=C(C=C2)NC=2C=NN(C2C2CCOCC2)C)=O